C(CCCC)(=O)OCCCC(C)Cl 4-chloropentyl valerate